CN1C(CCC12CCC(CC2)C2CC21NCCC(C1)C(=O)N)=O ((5R,8s)-1-methyl-2-oxo-1-azaspiro[4.5]decan-8-yl)-4-azaspiro[2.5]octane-7-carboxamide